CC(C(=O)N1CC2(C1)CC(C2)OC2=CC(=C1C(=N2)C(=CS1)C(=O)NC)C(F)(F)F)(COC(F)(F)F)C 5-((2-(2,2-dimethyl-3-(trifluoromethoxy)propionyl)-2-azaspiro[3.3]hept-6-yl)oxy)-N-methyl-7-(trifluoromethyl)thieno[3,2-b]pyridine-3-carboxamide